2-(pyridin-4-yl)-4-(2-(tetrahydrofuran-3-yl)-2,8-diazaspiro[4.5]Decan-8-yl)pyrido[3,4-d]Pyrimidine N1=CC=C(C=C1)C=1N=C(C2=C(N1)C=NC=C2)N2CCC1(CCN(C1)C1COCC1)CC2